2-chloro-N-(furan-2-ylmethyl)-6-methoxy-7-[2-(methylamino)ethoxy]quinazolin-4-amine ClC1=NC2=CC(=C(C=C2C(=N1)NCC=1OC=CC1)OC)OCCNC